1-((3,3-difluorocyclobutyl)methyl)-3-(1,1-difluoropropan-2-yl)-4-methyl-N-(2-(methylsulfonyl)pyridin-4-yl)-1H-pyrazole-5-carboxamide FC1(CC(C1)CN1N=C(C(=C1C(=O)NC1=CC(=NC=C1)S(=O)(=O)C)C)C(C(F)F)C)F